C(CC#CCCCCCC)O dec-3-yn-1-ol